2-{([α-D-mannopyranosyl-(1→3)-[α-D-mannopyranosyl-(1→6)]-α-D-mannopyranosyl]oxy)ethyl}{6-[(2,5-dioxopyrrolidin-1-yl)oxy]-6-oxohexyl}-N-methylamine [C@H]1([C@@H](O)[C@@H](O)[C@H](O)[C@H](O1)CO)O[C@@H]1[C@@H]([C@H](O[C@@H]([C@H]1O)CO[C@@H]1[C@@H](O)[C@@H](O)[C@H](O)[C@H](O1)CO)OCCC(CNC)CCCC(=O)ON1C(CCC1=O)=O)O